C(CCC)C1=CC=C(C=C1)S(=O)(=O)N[Si](C)(C)C(C)(C)C 4-butyl-N-(tert-butyldimethylsilyl)-benzenesulfonamide